tert-Butyl (S)-(3-((8-bromo-3-(3,4-dichlorobenzyl)-4-oxochroman-6-yl)methyl)oxazol-2(3H)-ylidene)carbamate BrC=1C=C(C=C2C([C@H](COC12)CC1=CC(=C(C=C1)Cl)Cl)=O)CN1C(OC=C1)=NC(OC(C)(C)C)=O